tris(trismesitoylgermyl)tricarbonylbenzene C1(=C(C(=CC(=C1)C)C)C(=O)[Ge](C(=O)C1=C(C=C(C=C1C)C)C)(C(=O)C1=C(C=C(C=C1C)C)C)C1=C(C(C(C(C1=C=O)=C=O)=C=O)[Ge](C(=O)C1=C(C=C(C=C1C)C)C)(C(=O)C1=C(C=C(C=C1C)C)C)C(=O)C1=C(C=C(C=C1C)C)C)[Ge](C(=O)C1=C(C=C(C=C1C)C)C)(C(=O)C1=C(C=C(C=C1C)C)C)C(=O)C1=C(C=C(C=C1C)C)C)C